bis(trimethylsilyl)-9H-carbazole C[Si](C)(C)C1=C(C=2NC3=CC=CC=C3C2C=C1)[Si](C)(C)C